(R)-4-Acetyl-1-(4-chloro-2-fluorophenyl)-5-cyclohexyl-3-hydroxy-1,5-dihydro-2H-pyrrol-2-one C(C)(=O)C1=C(C(N([C@@H]1C1CCCCC1)C1=C(C=C(C=C1)Cl)F)=O)O